1-[2-(3-chlorophenyl)-3-(pyridin-4-yl)-6,7-dihydropyrazolo[1,5-a]pyrazin-5(4H)-yl]prop-2-en-1-one ClC=1C=C(C=CC1)C1=NN2C(CN(CC2)C(C=C)=O)=C1C1=CC=NC=C1